C[C@H](CCCC(C)C)[C@H]1C[C@H]([C@@H]2[C@@]1(CC[C@H]3[C@H]2CC[C@@H]4[C@@]3(CC[C@@H](C4)O)C)C)O The molecule is a 3beta-hydroxysteroid consisting of 3beta-hydroxy-5alpha-cholestane having an additional hydroxy group at the 15beta-position. It is a 3beta-hydroxy steroid and a 15beta-hydroxy steroid.